NCCCC1(CCC(CC1)(N)CCCN)N bis(3-aminopropyl)-1,4-cyclohexanediamine